6-cyclohexylamino-1,3,5-triazine-2,4-dithiol C1(CCCCC1)NC1=NC(=NC(=N1)S)S